N-(1-(2-(2,2-difluoroethoxy)-5-fluorophenyl)ethyl)-3-iodopyrazolo[1,5-a]pyrimidin-5-amine FC(COC1=C(C=C(C=C1)F)C(C)NC1=NC=2N(C=C1)N=CC2I)F